N-[3-[1H-imidazol-4-ylmethyl(methyl)amino]phenyl]-N-isobutyl-2-oxo-1H-pyridine-3-carboxamide N1C=NC(=C1)CN(C=1C=C(C=CC1)N(C(=O)C=1C(NC=CC1)=O)CC(C)C)C